C(C1=CC=CC=C1)NC=1C=2N(N=C(C1)NCCCCO)C(=NN2)C(C)C 4-[[8-(benzylamino)-3-isopropyl-[1,2,4]triazolo[4,3-b]pyridazin-6-yl]amino]butan-1-ol